CC(\C=C\C(C)O)O trans-3-hexene-2,5-diol